3-((1-(2-(3-Azabicyclo[3.1.0]hexan-3-yl)-6-chloro-3-methyl-4-oxo-3,4-dihydroquinazolin-8-yl)ethyl)amino)-6-chloropicolinic acid C12CN(CC2C1)C1=NC2=C(C=C(C=C2C(N1C)=O)Cl)C(C)NC=1C(=NC(=CC1)Cl)C(=O)O